FC=1C=C(C=C(C1)F)[C@@H]1N(C[C@H](CC1)C)C(C(=O)NC=1C=C(C=NC1)C(=O)N)=O |r| rac-5-{2-[(2R,5S)-2-(3,5-Difluorophenyl)-5-methylpiperidin-1-yl]-2-oxoacetamido}pyridine-3-carboxamide